ClC1=NC=C2C(=N1)N(N=C2)C[C@H]2N([C@H]1C[C@H]1C2)C(C)=O 1-[(1S,3S,5S)-3-[(6-chloropyrazolo[3,4-d]pyrimidin-1-yl)methyl]-2-azabicyclo[3.1.0]hexan-2-yl]ethanone